CCCCCCCCCCCCCCCCCCCCCCCCCCCCCCCCCCCCCCCCCCCCCC hexatetracontane